N-(6-chloro-4-methoxypyridin-3-yl)-1-cyclobutyl-3-(2-isopropylphenyl)azetidine-3-carboxamide ClC1=CC(=C(C=N1)NC(=O)C1(CN(C1)C1CCC1)C1=C(C=CC=C1)C(C)C)OC